C(#N)N1[C@@H](CCC1)C(=O)N(C)C=1SC=C(N1)C1=C(C=CC=C1)OC (S)-1-cyano-N-(4-(2-methoxyphenyl)-thiazol-2-yl)-N-methylpyrrolidine-2-carboxamide